(6-(cyclopropylmethyl)-1-(4-methoxybenzyl)-1,6-dihydropyrrolo[2,3-c]pyrazol-5-yl)methanol C1(CC1)CN1C(=CC2=C1N(N=C2)CC2=CC=C(C=C2)OC)CO